[Na].ClC=1C(=NC(=NC1)NC1=C(C=C(C=C1)C(=O)N1CCOCC1)OC)NC [4-[[5-chloro-4-(methylamino)pyrimidin-2-yl]amino]-3-methoxy-phenyl]-morpholino-methanone sodium